Cl.NC(C(=O)O)CC1=NN=C(N1C)C 2-amino-3-(dimethyl-4H-1,2,4-triazol-3-yl)propanoic acid hydrochloride